C1(=CC=CC=C1)NNC(=S)NC1=CC=CC=C1 1,4-diphenyl-thiosemicarbazide